methyl 2-oxo-indole-6-carboxylate hydrochloride Cl.O=C1N=C2C=C(C=CC2=C1)C(=O)OC